tert-butyl 3-(4-((3-acetoxy-3-methylazetidin-1-yl)methyl)-2,6-dimethylphenyl)-azetidine-1-carboxylate C(C)(=O)OC1(CN(C1)CC1=CC(=C(C(=C1)C)C1CN(C1)C(=O)OC(C)(C)C)C)C